CC1(NC2=CC=C(C=C2C=C1)C(=O)OCC)C ethyl 2,2-dimethyl-1H-quinoline-6-carboxylate